2-Acetyl-1-pyrrolin C(C)(=O)C1=NCCC1